C(C)(C)(C)C=1C(=NC=CC1)C(C)(C)C di-tert-butylpyridine